O[C@@H]1CN(CC1)C1=NC(=CC(=C1)C=1C=C(C=CC1C)NC(=O)N1C[C@@H](CC1)CC(F)(F)F)N1CCOCC1 (S)-N-(3-(2-((S)-3-hydroxypyrrolidin-1-yl)-6-morpholinylpyridin-4-yl)-4-methylphenyl)-3-(2,2,2-trifluoroethyl)pyrrolidine-1-carboxamide